{2-[(2R,3S,4R,5S,6R)-3-(benzyloxy)-4,5-dihydroxy-6-(4-nitrophenoxy)oxan-2-yl]-1,1-difluoroethyl}phosphonic acid C(C1=CC=CC=C1)O[C@@H]1[C@H](O[C@@H]([C@H]([C@H]1O)O)OC1=CC=C(C=C1)[N+](=O)[O-])CC(F)(F)P(O)(O)=O